CC=1C=C(C(=O)O)C=C(C1C=O)C 3,5-dimethyl-4-formylbenzoic acid